5-methoxy-3-(4,4,5,5-tetramethyl-1,3,2-dioxaborolan-2-yl)-1-trityl-pyrazolo[3,4-c]pyridine COC=1C=C2C(=CN1)N(N=C2B2OC(C(O2)(C)C)(C)C)C(C2=CC=CC=C2)(C2=CC=CC=C2)C2=CC=CC=C2